C1(CCC1)CNC(=O)NCC1=CC(=NC=C1)OC(F)F 1-(cyclobutyl-methyl)-3-[[2-(difluoromethoxy)pyridin-4-yl]methyl]urea